tert-butyl 4-(3-(3-bromophenoxy)propyl)piperidine-1-carboxylate BrC=1C=C(OCCCC2CCN(CC2)C(=O)OC(C)(C)C)C=CC1